[N+](=O)([O-])C1=C(CN[C@@H](CO)C(=O)O)C=CC=C1 o-Nitrobenzylserine